O=C1NC(CCC1N1C(C2=CC=C(C=C2C1)O[C@H]1[C@@H](CCCC1)NCC1=CC=C(C#N)C=C1)=O)=O 4-((((1R,2R)-2-((2-(2,6-dioxopiperidin-3-yl)-1-oxoisoindolin-5-yl)oxy)cyclohexyl)amino)methyl)benzonitrile